C(C=C)[Si](C)(C)[Zn][Si](CC=C)(C)C di(allyldimethylsilyl)zinc